1-(4-(7-chloro-6-(2-chlorophenyl)quinolin-4-yl)piperazin-1-yl)prop-2-en-1-one ClC1=C(C=C2C(=CC=NC2=C1)N1CCN(CC1)C(C=C)=O)C1=C(C=CC=C1)Cl